C(C)N(C1=CC=C2C(=CC(OC2=C1)=O)C(F)(F)F)CC 7-diethylamino-4-trifluoromethylcoumarin